(S)-1-(1-((1H-indol-3-yl)methyl)-7-ethoxy-6-methoxy-3,4-dihydroisoquinoline-2(1H)-yl)-2-(methanesulfonyl)ethane-1-one N1C=C(C2=CC=CC=C12)C[C@@H]1N(CCC2=CC(=C(C=C12)OCC)OC)C(CS(=O)(=O)C)=O